O[C@@H]1[C@H](CCCC1)NC(=O)C=1C=CC(=C(C1)NC(=O)C=1C=NC=C(C1)OC)C N-(5-{[(1S,2S)-2-hydroxycyclohexyl]carbamoyl}-2-methylphenyl)-5-methoxypyridine-3-carboxamide